C(#N)C(C(=O)OCCCCC(C)C)=C isoheptyl 2-cyanoacrylate